C1(CC1)C1=NC(=NO1)C1(CCN(CC1)C(=O)NC1=C(C=CC=C1)N1CCN(CCC1)CC)C 4-(5-cyclopropyl-1,2,4-oxadiazol-3-yl)-N-[2-(4-ethyl-1,4-diazepan-1-yl)phenyl]-4-methylpiperidine-1-Carboxamide